C(N)(OC1=NC=CC(=C1C)C=1C=C2C(=NNC2=C(C1)C1=CC(=CC=C1)O)N)=O methyl-(4-(3-amino-7-(3-hydroxyphenyl)-1H-indazol-5-yl) pyridin-2-yl) carbamate